FC1=CC=C(C=C1)N1C(=NC=C(C1=O)C(=O)NC1=CC(=C(C=C1)OC1=CC=NC2=CC(=CN=C12)C(=C)C)F)C 1-(4-fluorophenyl)-N-[3-fluoro-4-[(7-prop-1-en-2-yl-1,5-naphthyridin-4-yl)oxy]phenyl]-2-methyl-6-oxopyrimidine-5-carboxamide